CN(CCC=C(CCCC(=O)OC(CCCCCCC)CCCCCCC)CCCC(=O)OC(CCCCCCC)CCCCCCC)C 1,9-bis(pentadecan-8-yl) 5-[3-(dimethylamino)propylidene]nonanedioate